C(=CC1=CC=CC=C1)CCC[Si](OC)(OC)OC 3-styryl-propyltrimethoxysilane